methyl (R)-4-(N-((5-cyclohexylpyrazin-2-yl)methyl)-1-((perfluorophenyl)sulfonyl)azetidine-2-carboxamido)-2-hydroxybenzoate C1(CCCCC1)C=1N=CC(=NC1)CN(C(=O)[C@@H]1N(CC1)S(=O)(=O)C1=C(C(=C(C(=C1F)F)F)F)F)C1=CC(=C(C(=O)OC)C=C1)O